ClC1=C(C=CC(=C1)C(F)(F)F)N1CC(CC1)C1=C(C(=O)O)C(=CC=C1)F 2-(1-(2-chloro-4-(trifluoromethyl)phenyl)pyrrolidin-3-yl)-6-fluorobenzoic acid